ClC=1C=C(C=CC1Cl)C1=CC=C2CCC(N(C2=C1)CCN1CCCCC1)=O 7-(3,4-dichlorophenyl)-1-[2-(piperidin-1-yl)ethyl]-3,4-dihydroquinolin-2(1H)-one